L-2-carbamoyl-4-chlorobutyrate C(N)(=O)C(C(=O)[O-])CCCl